8-benzyl-2-(3-methylbenzyl)-6-phenylimidazo[1,2-a]pyrazin-3(7H)-one C(C1=CC=CC=C1)C1=C2N(C=C(N1)C1=CC=CC=C1)C(C(=N2)CC2=CC(=CC=C2)C)=O